CC1=CC=NC2=C(C(=CC=C12)C)S(=O)(=O)NC1=C(C=CC=C1)C#CC=1C=CC=NC1 5-{2-[2-(4,7-Dimethylchinolin-8-sulfonamido)phenyl]ethynyl}pyridin